FC(F)C=1C(=C(C#N)C=CC1)F (difluoromethyl)-2-fluorobenzonitrile